bis{(3R,5R)-7-[2-(4-fluorophenyl)-5-(1-methylethyl)-3-phenyl-4-phenylaminocarbonyl-1H-pyrrol-1-yl]-3,5-dihydroxyheptanoic acid} calcium salt trihydrate O.O.O.[Ca+2].FC1=CC=C(C=C1)C=1N(C(=C(C1C1=CC=CC=C1)C(=O)NC1=CC=CC=C1)C(C)C)CC[C@H](C[C@H](CC(=O)[O-])O)O.FC1=CC=C(C=C1)C=1N(C(=C(C1C1=CC=CC=C1)C(=O)NC1=CC=CC=C1)C(C)C)CC[C@H](C[C@H](CC(=O)[O-])O)O